1-(3-fluoro-4-(trifluoromethyl)phenyl)cyclobutan-1-ol FC=1C=C(C=CC1C(F)(F)F)C1(CCC1)O